NC1=NN2C(N=CC=C2)=C1C(=O)NC(C)C=1C=C(C2=CN(N=C2C1OCC)CCO)Cl 2-amino-N-(1-(4-chloro-7-ethoxy-2-(2-hydroxyethyl)-2H-indazol-6-yl)ethyl)pyrazolo[1,5-a]pyrimidine-3-carboxamide